(1-(3-chloro-5-(1,1-dioxidothiomorpholine-4-carbonyl)phenyl)-1H-pyrrolo[2,3-b]pyridin-5-yl)(4,4-difluoropiperidin-1-yl)methanone ClC=1C=C(C=C(C1)C(=O)N1CCS(CC1)(=O)=O)N1C=CC=2C1=NC=C(C2)C(=O)N2CCC(CC2)(F)F